2-(pyrazin-2-yl)-1,8-naphthyridine N1=C(C=NC=C1)C1=NC2=NC=CC=C2C=C1